N1(CCC1)CCCC1=CC(=C(C=C1)N1C(=NC(=C1)C1=NC(=NC=C1C(F)(F)F)NC1CCN(CC1)S(=O)(=O)C)C)F (1-(4-(3-(azetidin-1-yl)propyl)-2-fluorophenyl)-2-methyl-1H-imidazol-4-yl)-N-(1-(methylsulfonyl)piperidin-4-yl)-5-(trifluoromethyl)pyrimidin-2-amine